C1=CC=CC=2C3=CC=CC=C3N(C12)C(=O)N1C=C(C2=CC=CC=C12)C(C)=O 1-(1-(9H-carbazole-9-carboyl)-1H-indol-3-yl)ethan-1-one